ClC1=CC=C(C=C1)NC(C)=NC1=CC=C(C=C1)Cl N1,N2-bis(4-chlorophenyl)acetamidine